FC=1C=C(C(=O)N(CCOC)[C@@H]2O[C@@H]([C@@H]([C@@H]([C@H]2O)N2N=NC(=C2)C2=CC(=CC=C2)F)O)CO)C=CC1F 3,4-difluoro-N-((2R,3R,4S,5R,6R)-4-(4-(3-fluorophenyl)-1H-1,2,3-triazol-1-yl)-3,5-dihydroxy-6-(hydroxymethyl)tetrahydro-2H-pyran-2-yl)-N-(2-methoxyethyl)benzamide